C(C)(C)(C)OC(=O)N1C(CCC1)C=1C=C(C=2N(C1)C=CN2)C(=O)O 6-[1-(tert-butoxycarbonyl)pyrrolidin-2-yl]imidazo[1,2-a]pyridine-8-carboxylic acid